C(C)(C)(C)OC(=O)N[C@H](COC=1C(=C(C=C(C1)C)CCCC(=O)O)F)CCC(N)=O 4-[3-[(2S)-2-[(tert-butoxycarbonyl)amino]-4-carbamoylbutoxy]-2-fluoro-5-methylphenyl]butanoic acid